[1-cyano-4-methyl-3-[[1-[(2-methylpropan-2-yl)oxycarbonylamino]cyclopropyl]methoxy]-6,7-dihydro-5H-cyclopenta[c]pyridin-6-yl]methyl 4-methylbenzenesulfonate CC1=CC=C(C=C1)S(=O)(=O)OCC1CC2=C(C(=NC(=C2C)OCC2(CC2)NC(=O)OC(C)(C)C)C#N)C1